(2R)-1-(benzyloxy)-3-[6-(morpholin-4-yl)pyridin-3-yl]-1-oxopropan-2-yl (2S)-2-[[(tert-butoxy)carbonyl](methyl)amino]-3-cyclopropylpropanoate C(C)(C)(C)OC(=O)N([C@H](C(=O)O[C@@H](C(=O)OCC1=CC=CC=C1)CC=1C=NC(=CC1)N1CCOCC1)CC1CC1)C